ClC1=CC=C(CNC(=O)NC2CC3(C2)CN(CC3)CC3=C(C=NC=C3)C)C=C1 1-(4-chlorobenzyl)-3-(6-(3-methylisonicotinyl)-6-azaspiro[3.4]oct-2-yl)urea